4-((3-methylpyridin-4-yl)((4-oxochroman-7-yl)oxy)methyl)benzonitrile CC=1C=NC=CC1C(C1=CC=C(C#N)C=C1)OC1=CC=C2C(CCOC2=C1)=O